3-amino-4-fluorophenylacetic acid ethyl ester C(C)OC(CC1=CC(=C(C=C1)F)N)=O